methyl 2-[(methanesulfonyl)oxy]-4-(4-propoxyphenyl)butanoate methyl-2-hydroxy-4-(4-propoxyphenyl)butanoate COC(C(CCC1=CC=C(C=C1)OCCC)O)=O.CS(=O)(=O)OC(C(=O)OC)CCC1=CC=C(C=C1)OCCC